tert-butyl 4-((4-hydroxyphenyl)carbamoyl)piperazine-1-carboxylate OC1=CC=C(C=C1)NC(=O)N1CCN(CC1)C(=O)OC(C)(C)C